methyl-3-(benzyloxy)cyclobutane-1-carboxylate COC(=O)C1CC(C1)OCC1=CC=CC=C1